ClC1=C(C=CC=C1F)C1CCN(CC1)CC=1C=C2C(N(C(C2=CC1)=O)C1C(NC(CC1)=O)=O)=O 5-((4-(2-chloro-3-fluorophenyl)piperidin-1-yl)methyl)-2-(2,6-dioxopiperidin-3-yl)isoindoline-1,3-dione